4-[[3-[4-[2-[4-[[1-[3-amino-5-(3-ethylphenyl)pyridine-2-carbonyl]-4-piperidyl]methyl]piperazin-1-yl]acetyl]piperazine-1-carbonyl]-4-fluoro-phenyl]methyl]-2H-phthalazin-1-one NC=1C(=NC=C(C1)C1=CC(=CC=C1)CC)C(=O)N1CCC(CC1)CN1CCN(CC1)CC(=O)N1CCN(CC1)C(=O)C=1C=C(C=CC1F)CC1=NNC(C2=CC=CC=C12)=O